S(=O)(O)O.S(O)(O)=O bisulfite (hydrogen sulfite)